ClC1=NC(=NC(=C1)Cl)C=O 4,6-dichloropyrimidine-2-carbaldehyde